tert-butyl 4-(1,3-dimethyl-2-oxo-2,3-dihydro-1H-benzimidazol-5-yl)-3,6-dihydropyridine-1(2H)-carboxylate CN1C(N(C2=C1C=CC(=C2)C=2CCN(CC2)C(=O)OC(C)(C)C)C)=O